ClC=1C=C(C=CC1)S(=O)(=O)NC1=C(C=C(C=C1F)C#CC1=CC=CC=C1)F 3-chloro-N-[2,6-difluoro-4-(2-phenylethynyl)phenyl]benzenesulfonamide